BrC=1C(=NC(=NC1)NC=1C(=NN(C1)C)Cl)NC1=CC(=CC(=C1)[N+](=O)[O-])F 5-bromo-N2-(3-chloro-1-methyl-1H-pyrazol-4-yl)-N4-(3-fluoro-5-nitrophenyl)pyrimidine-2,4-diamine